3-(1-Ethyl-5-{[(1-methylpiperidin-4-yl)amino]methyl}-1H-indol-2-yl)prop-2-yn C(C)N1C(=CC2=CC(=CC=C12)CNC1CCN(CC1)C)C#CC